tert-butyl ((2-(2-(2,2-difluorocyclopropyl)pyrimidin-4-yl)-1,6-naphthyridin-7-yl)methyl)carbamate FC1(C(C1)C1=NC=CC(=N1)C1=NC2=CC(=NC=C2C=C1)CNC(OC(C)(C)C)=O)F